CC1(OCCN(C1)C1CN(C1)CC1=CC=C(CNC2=C3C(N(C(=NC3=CC=C2)C)C2C(NC(CC2)=O)=O)=O)C=C1)C 3-(5-((4-((3-(2,2-dimethylmorpholino)azetidin-1-yl)methyl)benzyl)amino)-2-methyl-4-oxoquinazolin-3(4H)-yl)piperidine-2,6-dione